2-(4-methoxyphenyl)-5-methyl-1,3-dioxane COC1=CC=C(C=C1)C1OCC(CO1)C